C(C)OCC1(CN(CC1)C(C)C=1C=NN(C1)C)CCC1=CC=CC=C1 4-(1-(3-(ethoxymethyl)-3-phenethyl-pyrrolidin-1-yl)ethyl)-1-methyl-1H-pyrazole